5-bromo-2-fluoro-4-methylbenzoyl chloride BrC=1C(=CC(=C(C(=O)Cl)C1)F)C